Tetraheptylammonium C(CCCCCC)[N+](CCCCCCC)(CCCCCCC)CCCCCCC